FC(C=1N=C2N(C(C1)=O)N=CN2)(F)F 5-(trifluoromethyl)-3H-[1,2,4]triazolo[1,5-a]pyrimidin-7-one